C(C)(C)(C)OC(=O)N1CCC(CC1)N1C(C[C@H](C1)O[Si](C1=CC=CC=C1)(C1=CC=CC=C1)C(C)(C)C)=O.FC1=C(C=CC(=C1)F)CNCC(=O)N1CC(CCC1)C=1C=CC(=C(C(=O)N)C1)F 5-[1-[2-[(2,4-difluorophenyl)methylamino]acetyl]-3-piperidyl]-2-fluoro-benzamide tert-Butyl-(R)-4-(4-((tert-butyldiphenylsilyl)oxy)-2-oxopyrrolidin-1-yl)piperidine-1-carboxylate